(1-(methylsulfonyl)piperidin-4-yl)-7-(1H-pyrazol-4-yl)-8-((tetrahydro-2H-pyran-4-yl)oxy)-[1,2,4]triazolo[1,5-a]pyridin-2-amine CS(=O)(=O)N1CCC(CC1)C1=CC(=C(C=2N1N=C(N2)N)OC2CCOCC2)C=2C=NNC2